2-amino-5-methyl-1,4-naphthoquinone NC=1C(C2=CC=CC(=C2C(C1)=O)C)=O